4-Fluoro-2-methoxy-1-(2,2,2-trifluoro-1-(methoxy-d3)ethyl)benzene FC1=CC(=C(C=C1)C(C(F)(F)F)OC([2H])([2H])[2H])OC